BrC1=C(C=CC=2N(C(OC21)=O)C)F 7-bromo-6-fluoro-3-methylbenzo[d]Oxazol-2(3H)-one